CC1(C(C(N=[SiH][SiH]1C(=O)[O-])(C)C)(C)C)C hexamethyldisilazineAt